dimethyl-4-[(2S)-pyrrolidin-2-yl]-1H-pyrazole hydrochloride Cl.CC1=C(C(=NN1)C)[C@H]1NCCC1